2-bromophenyl-glycine BrC1=C(C=CC=C1)NCC(=O)O